CN(CCC(=O)OC1C[C@H](N(C1)CCCCCC(=O)OC(CCCCCC)CCCCCC)C(=O)OCCCCCCCC(=O)OC(CCCCCCCC)CCCCCCCC)C [8-(1-octylnonoxy)-8-oxo-octyl] (2S)-4-[3-(dimethylamino) propanoyloxy]-1-[6-(1-hexylheptoxy)-6-oxo-hexyl]pyrrolidine-2-carboxylate